C1(=C(C=CC=C1)C#CC1=NNC2=CC=C(C=C12)C(=O)N1[C@H](CNCC1)C1=CC=CC=C1)C1=CC=CC=C1 (S)-(3-([1,1'-biphenyl]-2-ylethynyl)-1H-indazol-5-yl)(2-phenylpiperazin-1-yl)methanone